N1=CC=C(C=C1)CN1N=C2C3=C(CC4(C2=C1)CC4)OC(=C3C(F)(F)F)C(=O)OCC ethyl 2'-[(pyridin-4-yl) methyl]-8'-(trifluoromethyl)-2',5'-dihydrospiro[cyclopropane-1,4'-furo[2,3-g]indazole]-7'-carboxylate